3-(2,4-difluorophenoxy)-7-(1-(2-phenylpyrrolidin-1-yl)ethyl)-1,6-naphthyridine FC1=C(OC=2C=NC3=CC(=NC=C3C2)C(C)N2C(CCC2)C2=CC=CC=C2)C=CC(=C1)F